(4-chlorophenyl)(methyl)((3-(5-(trifluoromethyl)-1,2,4-oxadiazol-3-yl)benzyl)imino)-λ6-sulfanone ClC1=CC=C(C=C1)S(=O)(=NCC1=CC(=CC=C1)C1=NOC(=N1)C(F)(F)F)C